N-((5-chloro-6-((5-methylpyridin-2-yl)methoxy)-1H-indol-2-yl)methyl)-1-methylcyclopropane-1-carboxamide ClC=1C=C2C=C(NC2=CC1OCC1=NC=C(C=C1)C)CNC(=O)C1(CC1)C